ClC1=C(OC(=O)N2C[C@H](N(CC2)C(=O)[C@@H]2NCCC[C@@H]2CCC[N+](C)(C)C)C(NCC=2SC=CC2)=O)C=CC(=C1C)C 3-[(2R,3R)-2-({(2S)-4-[(2-chloro-3,4-dimethylphenoxy)carbonyl]-2-[(thiophen-2-ylmethyl)carbamoyl]piperazin-1-yl}carbonyl)piperidin-3-yl]-N,N,N-trimethylpropan-1-aminium